C(C)(C)(C)OC(=O)N1[C@H](CC(C1)=O)COC (R)-2-(methoxymethyl)-4-oxopyrrolidine-1-carboxylic acid tert-butyl ester